C(C)(=O)OC(C1=CC=CC=C1)C(Cl)(Cl)Cl alpha-(trichloromethyl)benzyl acetate